(S)-2-amino-N-(1-(1-methyl-6-((1-methyl-1H-pyrazol-4-yl)ethynyl)-5-oxo-4-phenyl-1,2,4,5-tetrahydropyrrolo[4,3,2-de]isoquinolin-3-yl)ethyl)pyrazolo[1,5-a]pyrimidine-3-carboxamide NC1=NN2C(N=CC=C2)=C1C(=O)N[C@@H](C)C=1N(C(C=2C(=CC=C3C2C1CN3C)C#CC=3C=NN(C3)C)=O)C3=CC=CC=C3